(R)-4-(1,2-dihydroxyethyl)benzoic acid methyl ester COC(C1=CC=C(C=C1)[C@H](CO)O)=O